S1C(=CC=C1)C[C@H](N)C(=O)O β-(2-thienyl)-alanine